IC=1C=2N(C=NC1C(=O)[O-])C=CN2 8-iodoimidazo[1,2-c]Pyrimidine-7-carboxylate